6-(4-(3-bromopyridin-2-yl)piperazin-1-yl)-2-azaspiro[3.4]octane BrC=1C(=NC=CC1)N1CCN(CC1)C1CC2(CNC2)CC1